gamma-(4-fluorophenyl)-butyrolactone FC1=CC=C(C=C1)C1CCC(=O)O1